N(=[N+]=[N-])CCCOC(C=C)=O.C(C)OC(C[SiH](N)CC)(OCC)OCC triethoxydiethyl-aminosilane 3-Azidopropyl-Acrylate